O[C@H](CO)C1=C(C(=O)N2[C@@H](CCCC2)COC2=C(C=O)C(=CC=C2)O)C=CC=C1 2-{[(2S)-1-{2-[(1S)-1,2-dihydroxyethyl]benzoyl}piperidin-2-yl]methoxy}-6-hydroxybenzaldehyde